2-(3-(3-methoxy-4-hydroxy-phenyl)-2-carboxy-propionamido)-benzoic acid COC=1C=C(C=CC1O)CC(C(=O)NC1=C(C(=O)O)C=CC=C1)C(=O)O